COC1=C(C2=CC(=CC=C2C=C1)B1OC(C(O1)(C)C)(C)C)N 2-methoxy-7-[4,4,5,5-tetra(methyl)-1,3,2-dioxaborolan-2-yl]naphthalen-1-amine